(2R,3R,3aS,6S,6aR)-6-((2-amino-3-(trifluoromethyl)quinolin-7-yl)methyl)-2-(4-amino-7H-pyrrolo[2,3-d]pyrimidin-7-yl)hexahydro-3aH-cyclopenta[b]furan-3,3a-diol NC1=NC2=CC(=CC=C2C=C1C(F)(F)F)C[C@@H]1CC[C@]2([C@@H]1O[C@H]([C@@H]2O)N2C=CC1=C2N=CN=C1N)O